1-tridecyl-3-ethylimidazole bromide [Br-].C(CCCCCCCCCCCC)N1CN(C=C1)CC